Methyldipropylene glycol CCC(COC(C)CO)O